FC(C12CCC(CC1)(C2)N)(F)F 4-(trifluoromethyl)bicyclo[2.2.1]heptan-1-amine